COC1=C(C(=O)NC2=NN=NN2)C=CC(=C1)C1=NC(=CN=C1)C=1SC=C(C1)NC(CCCCCCCCCC)=O 2-methoxy-4-(6-(4-undecanamidothiophen-2-yl)pyrazin-2-yl)-N-(1H-tetrazol-5-yl)benzamide